BrC=1C=C(C(=NC1)CC(C(=O)OCC)C(=O)OCC)C(=O)OCC Diethyl 2-((5-bromo-3-(ethoxycarbonyl)pyridin-2-yl)methyl)malonate